[Ca+2].C(C(C)C)C1CC(C(CC1)C(=O)[O-])C(=O)[O-] 4-isobutylcyclohexane-1,2-dicarboxylic acid calcium salt